2-((1-(6-methyl-4-oxo-2-(piperidin-1-yl)-4H-chromen-8-yl)ethyl)amino)benzamide CC=1C=C2C(C=C(OC2=C(C1)C(C)NC1=C(C(=O)N)C=CC=C1)N1CCCCC1)=O